C1(=CC=CC=C1)C1=NC(=NC(=N1)C1=CC=CC=C1)C=1C(=C(C(=C(C1C1=NC(=CC=C1)C1=CC=CC=C1)N1C2=C(C=3C=CC=CC13)N=CC=C2)N2C1=C(C=3C=CC=CC23)N=CC=C1)N1C2=C(C=3C=CC=CC13)N=CC=C2)N2C1=C(C=3C=CC=CC23)N=CC=C1 5,5',5'',5'''-(5-(4,6-diphenyl-1,3,5-triazin-2-yl)-6-(6-phenylpyridin-2-yl)benzene-1,2,3,4-tetrayl)tetrakis(5H-pyrido[3,2-b]indole)